5-bromo-4-methoxyisobenzofuran-1(3H)-one BrC=1C(=C2COC(C2=CC1)=O)OC